(E)-4-chloro-N-(4-(8-(4-chloro-1,2,6-trimethyl-1H-benzo[d]imidazol-5-yl)-1-methylindolizine-3-carbonyl)-2,6-difluorophenyl)but-2-enamide ClC/C=C/C(=O)NC1=C(C=C(C=C1F)C(=O)C1=CC(=C2C(=CC=CN12)C1=C(C2=C(N(C(=N2)C)C)C=C1C)Cl)C)F